7-(2-{2,8-dimethylimidazo[1,2-b]pyridazin-6-yl}thieno[3,2-c]pyrazol-5-yl)-4,7-diazaspiro[2.5]octane CC=1N=C2N(N=C(C=C2C)N2N=C3C(=C2)SC(=C3)N3CCNC2(CC2)C3)C1